acrylamide, pyridylammonium salt N1=C(C=CC=C1)[NH3+].C(C=C)(=O)[NH-]